2,4,6-tris(bromomethyl)pyridine BrCC1=NC(=CC(=C1)CBr)CBr